1,3-bisoxiranylmethyl-[1,3]diazepin-2,4-dione O1C(C1)CN1C(N(C(CC=C1)=O)CC1OC1)=O